N-[4-[(6,7-dimethoxy-1,5-naphthyridin-4-yl)oxy]-5-fluoro-2-methoxyphenyl]-5-(4-fluorophenyl)-1,6-dimethyl-4-oxopyridine-3-carboxamide COC=1N=C2C(=CC=NC2=CC1OC)OC1=CC(=C(C=C1F)NC(=O)C1=CN(C(=C(C1=O)C1=CC=C(C=C1)F)C)C)OC